C(C(C)C)C1=CC(=C2C(C(=NN(C2=C1)C1=CC=C(C=C1)OC(F)(F)F)C(=O)OCC)=O)S(=O)(=O)C ethyl 7-isobutyl-5-methylsulfonyl-4-oxo-1-[4-(trifluoromethoxy)phenyl]cinnoline-3-carboxylate